C(C)OC(C(C(C(=O)OCC)CC(CC)CC)CC(CC)CC)=O diethyl-2,3-bis(2-ethylbutyl)succinate